ClC1=C(OC=2C(=NC=CC2)OCC(=O)[O-])C=C(C(=C1)F)N1C(N(C(=CC1=O)C(F)(F)F)C)=O [(3-{2-chloro-4-fluoro-5-[3-methyl-2,6-dioxo-4-(trifluoromethyl)-3,6-dihydropyrimidin-1(2H)-yl]phenoxy}pyridin-2-yl)oxy]acetat